C(C)(C)(C)OC(=O)N1C(C2=CC=CC=C2C1)OCCC1=C(C=NN1C)Br [2-(4-bromo-1-methyl-1H-pyrazol-5-yl)ethoxy]-1,3-dihydro-2H-isoindole-2-carboxylic acid tert-butyl ester